FC1CC2(C1)C[C@H](N(CC2)C(=O)OCC2=CC=CC=C2)C2=CC=C(C=C2)C(=O)OC benzyl (S)-2-fluoro-6-(4-(methoxycarbonyl) phenyl)-7-azaspiro[3.5]nonane-7-carboxylate